C(#N)CC1(CN(C1)C1CCN(CC1)C(=O)C1=C(C#N)C=CC(=C1)C#N)N1N=CC(=C1)C1=C2C(=NC=C1F)NC=C2 2-[(4-{3-(cyanomethyl)-3-[4-(5-fluoro-1H-pyrrolo[2,3-b]pyridin-4-yl)-1H-pyrazol-1-yl]azetidin-1-yl}piperidin-1-yl)carbonyl]terephthalonitrile